N1(C=NC=C1)CC(=O)C=1C=CC(=C(C1)N1C(=NC2=CC=CC=C2C1=O)CN1C(CN(CC1)C(COC1=CC=C(C=C1)Cl)=O)C(F)F)OC(C)C 3-(5-(2-(1H-Imidazol-1-yl)acetyl)-2-isopropoxyphenyl)-2-((4-(2-(4-chlorophenoxy)acetyl)-2-(difluoromethyl)piperazin-1-yl)methyl)quinazolin-4(3H)-one